pentasodium hydroxyethylidene diphosphonate P1(=O)OC(CO)OP(O1)=O.[Na].[Na].[Na].[Na].[Na]